2-amino-5-[2-(2-carbamoyl-2-methylideneethyl)-3-oxo-1H,2H,3H-benzo[e]isoindol-8-yl]-N-ethyl-3-methoxybenzamide NC1=C(C(=O)NCC)C=C(C=C1OC)C=1C=CC2=C(C=3CN(C(C3C=C2)=O)CC(=C)C(N)=O)C1